2-ethylhexanoyl-glutamic acid butylamide C(CCC)NC([C@@H](NC(C(CCCC)CC)=O)CCC(=O)O)=O